(Z)-N-(diphenylphosphanyl)benzimidate C1(=CC=CC=C1)P(\N=C(\C1=CC=CC=C1)/[O-])C1=CC=CC=C1